C1(CC1)C1=C(N=CO1)C(=O)N1CC2(CCCC2)C(CC1)(O)CN1C=C(C(=CC1=O)C1=CC=CC=C1)C(=O)N(C)C 1-((7-(5-Cyclopropyloxazol-4-carbonyl)-10-hydroxy-7-azaspiro[4.5]decan-10-yl)methyl)-N,N-dimethyl-6-oxo-4-phenyl-1,6-dihydropyridin-3-carboxamid